(1R,2R)-2-(5-{(R)-7-fluoro-4-[4-(3-hydroxy-3-methyl-butoxy)-2,6-dimethyl-phenyl]-indan-1-ylamino}-pyridin-2-yl)-cyclopropanecarboxylic acid FC=1C=CC(=C2CC[C@H](C12)NC=1C=CC(=NC1)[C@H]1[C@@H](C1)C(=O)O)C1=C(C=C(C=C1C)OCCC(C)(C)O)C